C(C=C)N1C(=NC2=C1C=CC=C2)C=O 1-allyl-1H-benzimidazole-2-formaldehyde